COC(=O)C12C=CCN2CC2(C1)CC2 3'H-spiro[cyclopropane-1,2'-pyrrolizine]-7a'(5'H)-carboxylic acid methyl ester